ClC1=C(C=CC(=C1)C(F)(F)F)N1C=2N(C[C@@H](C1)CNC(C=C)=O)N=CC2 |o1:15| (R)- or (S)-N-((4-(2-chloro-4-(trifluoromethyl)phenyl)-4,5,6,7-tetrahydropyrazolo[1,5-a]pyrimidin-6-yl)methyl)acrylamide